COC(=C1C(NC2=CC(=CC=C12)C(=O)OC)=O)C1=CC=CC=C1 methyl 3-(methoxy (phenyl) methylene)-2-oxoindoline-6-carboxylate